tert-butyl 4-aminomethyl-thiopiperidine-1-carboxylate NCC1CCN(CC1)C(=S)OC(C)(C)C